C(C1=CC=CC=C1)(=O)N1CCC2(C(N3[C@H](O2)CC[C@H]3C3=CC=C(C=C3)F)=O)CC1 (5'S,7a'R)-1-benzoyl-5'-(4-fluorophenyl)tetrahydro-3'H-spiro[piperidine-4,2'-pyrrolo[2,1-b]oxazol]-3'-one